CN1C(N(C=CC1)S(=O)(=O)C1=CC=C(C)C=C1)=O methyl-1-tosyl-3,4-dihydropyrimidin-2(1H)-one